(S)-3-(Quinoxalin-2-yl)-3-(5-(2-(5,6,7,8-tetrahydro-1,8-naphthyridin-2-yl)ethoxy)-1H-indazol-1-yl)propanoic acid N1=C(C=NC2=CC=CC=C12)[C@H](CC(=O)O)N1N=CC2=CC(=CC=C12)OCCC1=NC=2NCCCC2C=C1